BrC=1C=C2C(=NC=NN2C1)C1=C(C(=C(CNC(OC(C)(C)C)=O)C=C1)OC)F tert-butyl (4-(6-bromopyrrolo[2,1-f][1,2,4]triazin-4-yl)-3-fluoro-2-methoxybenzyl)carbamate